ICCOCCOCC(F)(F)F 2-[2-(2-iodoethoxy)ethoxy]-1,1,1-trifluoroethane